C(=S)(S)N1CCN(CC1)C(=S)S N,N'-bis-(dithiocarboxy)piperazine